(2-(3-cyclopropylmethoxy-4-methoxyphenyl)-2-hydroxyethyl)pyridin-4(1H)-one C1(CC1)COC=1C=C(C=CC1OC)C(CN1C=CC(C=C1)=O)O